CC1=C(C2=C(N=CNC2=O)O1)C(=O)N 6-methyl-4-oxo-3H,4H-furo[2,3-d]pyrimidine-5-carboxamide